2,4-dimethyl-2-octenoic acid CC(C(=O)O)=CC(CCCC)C